di-sec-butoxymonoethyl-aluminum acetoacetate C(CC(=O)C)(=O)O.C(C)(CC)O[Al](CC)OC(C)CC